1-(4-amino-7-bromo-2-butyl-1H-imidazo[4,5-c]quinolin-1-yl)-2-methylpropan-2-ol NC1=NC=2C=C(C=CC2C2=C1N=C(N2CC(C)(O)C)CCCC)Br